ClC(C(=O)NC1=CC=CC=C1)C1=CC(=CC=C1)F 2-Chloro-2-(3-fluorophenyl)-N-phenylacetamide